tert-butyl (R)-2-(((5-cyclohexylpyrazin-2-yl)methyl)(pyridin-4-yl)carbamoyl)azetidine-1-carboxylate C1(CCCCC1)C=1N=CC(=NC1)CN(C(=O)[C@@H]1N(CC1)C(=O)OC(C)(C)C)C1=CC=NC=C1